C1(NC=CC2=C1C=C1CCCCN21)=O 6,7,8,9-tetrahydropyrido[3,4-b]indolizin-1(2H)-one